3-(1,3-dioxo-1,3-dihydro-2H-isoindole-2-yl)butane O=C1N(C(C2=CC=CC=C12)=O)C(CC)C